BrC=1C=C(C=CC1C(F)(F)F)C(C)N1C[C@@H](N(C[C@H]1CC)C=1C2=C(N(C(N1)=O)C)C=CC(=N2)C#N)C 4-((2S,5R)-4-(1-(3-bromo-4-(trifluoromethyl)phenyl)ethyl)-5-ethyl-2-methylpiperazin-1-yl)-1-methyl-2-oxo-1,2-dihydropyrido[3,2-d]Pyrimidine-6-carbonitrile